N-(1'-(2-(1,1-difluoroethyl)-6-((2-methoxyethyl)(methyl)amino)pyrimidin-4-yl)-1',2'-dihydrospiro[cyclopropane-1,3'-pyrrolo[3,2-c]pyridin]-6'-yl)acetamide FC(C)(F)C1=NC(=CC(=N1)N1CC2(C=3C=NC(=CC31)NC(C)=O)CC2)N(C)CCOC